(S)-3-methoxy-piperidine CO[C@@H]1CNCCC1